FC(C(=O)O)(F)F.BrC=1C=C(C=CC1)[C@H](CC(=O)OC)NC(CNC(=O)C1=CC(=C2C=NNC2=C1)NC=1NCC(CN1)F)=O methyl (3S)-3-(3-bromophenyl)-3-(2-(4-((5-fluoro-1,4,5,6-tetrahydropyrimidin-2-yl)amino)-1H-indazole-6-carboxamido)acetamido)propanoate trifluoroacetate